tert-butyl-4-(N-isopropyl-2-(1-(2-(trifluoromethyl)phenyl)-1H-pyrazol-4-yl) thiazole-4-carboxamido)piperidine-1-carboxylate C(C)(C)(C)OC(=O)N1CCC(CC1)N(C(=O)C=1N=C(SC1)C=1C=NN(C1)C1=C(C=CC=C1)C(F)(F)F)C(C)C